(7-chloro-2-(2,2'-dimethyl-3'-(4,5,6,7-tetrahydrooxazolo[4,5-c]pyridin-2-yl)-[1,1'-biphenyl]-3-yl)benzo[d]oxazol-5-yl)methanol ClC1=CC(=CC=2N=C(OC21)C=2C(=C(C=CC2)C2=C(C(=CC=C2)C=2OC1=C(CNCC1)N2)C)C)CO